racemic-1-(1-(1-aminoisoquinolin-4-yl)ethyl)-3-(3-chloro-4-fluorophenyl)-1-methylurea NC1=NC=C(C2=CC=CC=C12)[C@@H](C)N(C(=O)NC1=CC(=C(C=C1)F)Cl)C |r|